C(C)(C)(C)OOC1(OOC(C1)(C)OOC(C)(C)C)C 3,5-bis(tert-butylperoxy)3,5-dimethyl-1,2-dioxolane